(2S)-3-(4-methoxyphenyl)-N-[(2S)-1-[(2S)-2-methyloxiran-2-yl]-1-oxo-3-phenylpropan-2-yl]-2-[[(2S)-2-[(2-morpholin-4-ylacetyl)amino]propanoyl]amino]propanamide COC1=CC=C(C=C1)C[C@@H](C(=O)N[C@H](C(=O)[C@]1(OC1)C)CC1=CC=CC=C1)NC([C@H](C)NC(CN1CCOCC1)=O)=O